(S)-6-(4-chlorophenyl)-N-(1-(3-cyano-4-fluorophenyl)ethyl)-2-(1-methyl-1H-pyrazol-4-yl)pyrimidine-4-formamide ClC1=CC=C(C=C1)C1=CC(=NC(=N1)C=1C=NN(C1)C)C(=O)N[C@@H](C)C1=CC(=C(C=C1)F)C#N